The molecule is a cucurbitacin that is 9,10,14-trimethyl-4,9-cyclo-9,10-secocholesta-2,5,23-triene substituted by hydroxy groups at positions 2, 16, 20 and 25 and oxo groups at positions 1, 11 and 22. It has a role as a plant metabolite and an antineoplastic agent. It is a cucurbitacin and a tertiary alpha-hydroxy ketone. C[C@@]12C[C@H]([C@@H]([C@]1(CC(=O)[C@@]3([C@H]2CC=C4[C@H]3C=C(C(=O)C4(C)C)O)C)C)[C@](C)(C(=O)/C=C/C(C)(C)O)O)O